7,7-difluoro-4-(hydroxymethyl)-5H,6H-cyclopenta[b]pyridine-2-carboxylic acid FC1(CCC=2C1=NC(=CC2CO)C(=O)O)F